8,8-difluoro-2-(methylsulfanyl)-5,6,7,8-tetrahydroquinazolin-4-ol FC1(CCCC=2C(=NC(=NC12)SC)O)F